CN(C(=O)NC1=CC=C2C(=N1)C(=CN2)C2CCN(CC2)CC(C)(C)C)C(C)C N-methyl-N-isopropyl-N'-(3-(1-neopentylpiperidin-4-yl)-pyrrolo[3,2-b]pyridin-5-yl)urea